COCC(CC)(CC)O 3-methoxymethyl-3-pentanol